C(C)OC(NC1=C(C=C(C=C1)N(C)CC=1SC(=CC1)C)N)=O {2-Amino-4-[(5-methyl-thiophen-2-ylmethyl)-methyl-amino]-phenyl}-carbamic acid ethyl ester